C(C)(CC)C1(CC(C(CC1)C(CO)C)O)C 1-sec-butylp-menthane-3,9-diol